C1=CC2=NC=CN=C2C=C1/C=C\3/C(=O)NC(=O)S3 5-(6-Quinoxalinylmethylene)-2,4-thiazolidine-2,4-dione